7-methyl-4-(methyl-d3)imidazo[1,5-a]quinazolin-5(4H)-one CC=1C=C2C(N(C=3N(C2=CC1)C=NC3)C([2H])([2H])[2H])=O